OC[C@@H]1CNC2=C3CN(C(C3=CC=C2O1)=O)[C@@H]1C(NC(CC1)=O)=O (S)-3-((S)-3-(hydroxymethyl)-7-oxo-2,3,7,9-tetrahydro-[1,4]oxazino[3,2-e]isoindol-8(1H)-yl)piperidine-2,6-dione